(1S,4s)-4-(2-((R)-1-tosylpiperidin-3-ylamino)-8-(2,4,6-trichlorophenylamino)-9H-purin-9-yl)cyclohexanecarboxamide S(=O)(=O)(C1=CC=C(C)C=C1)N1C[C@@H](CCC1)NC1=NC=C2N=C(N(C2=N1)C1CCC(CC1)C(=O)N)NC1=C(C=C(C=C1Cl)Cl)Cl